C1(=CC=CC2=CC=CC=C12)N(C1=CC=CC=C1)C1=CC=C(C=C1)C1(C2=CC=CC=C2C=2C=CC=CC12)C1=CC=C(C=C1)N(C1=CC=CC=C1)C1=CC=CC2=CC=CC=C12 9,9-bis[4-[N-(1-naphthyl)anilino]-phenyl]fluorene